ethyl 1-(3-bromo-2-fluorophenyl)-5-methyl-1H-pyrazole-3-carboxylate BrC=1C(=C(C=CC1)N1N=C(C=C1C)C(=O)OCC)F